BrC=1C=C2/C(/C(NC2=CC1)=O)=N/NC1=CC(=CC=C1)[N+](=O)[O-] (Z)-2-(5-Bromo-2-oxoindoline-3-ylidene)-N-(3-nitrophenyl)hydrazine